6-chloro-3-((1-(4-chlorobenzoyl)-4-hydroxypiperidin-4-yl)methyl)-7-(3-methyl-4-((3s,6r)-6-methylmorpholin-3-yl)phenyl)-3,7-dihydro-4H-pyrrolo[2,3-d]pyrimidin-4-one ClC1=CC2=C(N=CN(C2=O)CC2(CCN(CC2)C(C2=CC=C(C=C2)Cl)=O)O)N1C1=CC(=C(C=C1)[C@@H]1NC[C@H](OC1)C)C